NC1=NC(=C2C(=N1)N(N=C2)CC2=C(C=CC=C2F)F)C=2C(=C(C#N)C=CC2)F 3-(6-amino-1-(2,6-difluorobenzyl)-1H-pyrazolo[3,4-d]pyrimidine-4-yl)-2-fluorobenzonitrile